C(C)(C)C1CCC(CN1C(CC1=CC=C(C=C1)C=1C=NC=NC1)=O)C(=O)O 6-isopropyl-1-(2-(4-(pyrimidin-5-yl)phenyl)acetyl)piperidine-3-carboxylic acid